2-(4-fluorophenyl)-3-(2-methylpyridin-4-yl)-5-((trifluoromethyl)sulfonyl)-4,5,6,7-tetrahydropyrazolo[1,5-a]pyrazine FC1=CC=C(C=C1)C1=NN2C(CN(CC2)S(=O)(=O)C(F)(F)F)=C1C1=CC(=NC=C1)C